C(CCCCCCCCCCCCCCCCC)/C(/C(=O)O)=C\C(=O)O.[Na] sodium stearyl-fumaric acid